2-(furan-2-yl)-N5-(4-((2-(2-methoxyethoxy)ethyl)amino)phenethyl)-[1,2,4]triazolo[1,5-a][1,3,5]triazine-5,7-diamine O1C(=CC=C1)C1=NN2C(N=C(N=C2N)NCCC2=CC=C(C=C2)NCCOCCOC)=N1